(5-chloro-2,3-dihydro-1-benzofuran-3-yl)methanol ClC=1C=CC2=C(C(CO2)CO)C1